N-(3-Cyano-4-(1H-1,2,3-triazol-1-yl)phenyl)-1-(isochinolin-4-yl)-5-(trifluoromethyl)-1H-pyrazol-4-carboxamid C(#N)C=1C=C(C=CC1N1N=NC=C1)NC(=O)C=1C=NN(C1C(F)(F)F)C1=CN=CC2=CC=CC=C12